C(C1=CC=CC=C1)C(C(C1=CC=C(C=C1)N1CCOCC1)N(C)C)CC 2-benzyl-dimethylamino-1-(4-morpholinophenyl)butane